1-(3-methoxybenzyl)-2-(3-((4-(trifluoromethyl)benzyl)sulfinyl)prop-1-en-1-yl)disulfane 10-oxa-1,2,5,7-tetraazacycloocta[cd]indene-5-carboxylate N=1N=C2C=CN(C3=C2C1OC=CN=C3)C(=O)O.COC=3C=C(CSSC=CCS(=O)CC1=CC=C(C=C1)C(F)(F)F)C=CC3